C(C)(C)(C)C1=CC=C(C=C1)C1(CC1)C(=O)NCC=1SC=C2C1CN(C2=O)C2C(NC(CC2)=O)=O 1-(4-(tert-butyl)phenyl)-N-((5-(2,6-dioxopiperidin-3-yl)-4-oxo-5,6-dihydro-4H-thieno[3,4-c]pyrrol-1-yl)methyl)cyclopropane-1-carboxamide